N-(1H-indol-5-yl)-4-(3,4,5-trimethoxyphenyl)-4,5,6,7-tetrahydro-[1,2,4]triazolo[1,5-a]pyrimidin-2-amine N1C=CC2=CC(=CC=C12)NC1=NN2C(N(CCC2)C2=CC(=C(C(=C2)OC)OC)OC)=N1